1-(4-(4-amino-7-((trans)-4-(4-methylpiperazin-1-yl)cyclohexyl)-7H-pyrrolo[2,3-d]pyrimidin-5-yl)phenyl)-3-(3-ethylisoxazol-5-yl)urea NC=1C2=C(N=CN1)N(C=C2C2=CC=C(C=C2)NC(=O)NC2=CC(=NO2)CC)[C@@H]2CC[C@H](CC2)N2CCN(CC2)C